C1(CC1)OC1=C(C(=O)N)C=C(C=C1)C=O 2-CYCLOPROPOXY-5-FORMYLBENZAMIDE